5-({4-[2-(3-chlorophenyl)ethyl]-2-thienyl}carbonyl)pyrimidin ClC=1C=C(C=CC1)CCC=1C=C(SC1)C(=O)C=1C=NC=NC1